2-(4-(4-fluorophenoxy)phenyl)-7-(pyrrolidin-3-yl)-1H-imidazo[1,2-b]pyrazole-3-carboxamide FC1=CC=C(OC2=CC=C(C=C2)C=2NC=3N(N=CC3C3CNCC3)C2C(=O)N)C=C1